3-(5-cyano-4-(1-(methoxymethyl)cyclopropoxy)pyridin-2-yl)-1-(6-formyl-5-((4-methyl-2-oxopiperazin-1-yl)methyl)pyridin-2-yl)-1-methylurea C(#N)C=1C(=CC(=NC1)NC(N(C)C1=NC(=C(C=C1)CN1C(CN(CC1)C)=O)C=O)=O)OC1(CC1)COC